5-((4-(oxetan-3-yloxy)-5-(trifluoromethyl)pyrimidin-2-yl)amino)-N'-(pyridin-2-yl)tetrahydro-2H-pyran-3-carbohydrazide O1CC(C1)OC1=NC(=NC=C1C(F)(F)F)NC1CC(COC1)C(=O)NNC1=NC=CC=C1